OC=CO 1,2-Dihydroxyethylene